BrC1=NN(C(=C1)C(=O)NC)C 3-bromo-N,1-dimethyl-1H-pyrazole-5-carboxamide